CC1CC(C2=CC=C(C=C12)N)(C)C 2,3-dihydro-1,3,3-trimethyl-1H-inden-6-amine